2,4-dimethyl-5-((2,2,2-trifluoroethyl)thio)aniline CC1=C(N)C=C(C(=C1)C)SCC(F)(F)F